CC1(OC[C@H](O1)CN1CCC(CC1)NC=1C=2C=C(N(C2C=CC1)CC(F)(F)F)I)C (R)-N-(1-((2,2-dimethyl-1,3-dioxolan-4-yl)methyl)piperidin-4-yl)-2-iodo-1-(2,2,2-trifluoroethyl)-1H-indol-4-amine